N-(4-{[6-(5-chloro-2-fluorophenyl)-3-methylpyridazin-4-yl]amino}pyridin-2-yl)-2-(4-methylpiperazin-1-yl)acetamide ClC=1C=CC(=C(C1)C1=CC(=C(N=N1)C)NC1=CC(=NC=C1)NC(CN1CCN(CC1)C)=O)F